3-bromo-5-(3-chlorophenoxy)-1-(2,2-difluoroethyl)-1H-1,2,4-triazole BrC1=NN(C(=N1)OC1=CC(=CC=C1)Cl)CC(F)F